4-oxobutanoic acid calcium salt [Ca+2].O=CCCC(=O)[O-].O=CCCC(=O)[O-]